FC1(CCC(CC1)(C)CN1N=CC(=C1)C=1C(=NC(=CC1)C)C1=CC=C2C=C(N=NC2=C1)OC)F 7-(3-{1-[(4,4-difluoro-1-methylcyclohexyl)methyl]-1H-pyrazol-4-yl}-6-methylpyridin-2-yl)-3-methoxycinnoline